(2S)-1-[(benzyloxy)carbonyl]-4,4-difluoropyrrolidine-2-carboxylic acid C(C1=CC=CC=C1)OC(=O)N1[C@@H](CC(C1)(F)F)C(=O)O